2,5-dimethyl-2-hexyl acrylate C(C=C)(=O)OC(C)(CCC(C)C)C